2-(4,5-Dihydro-1H-pyrazol-1-yl)-5-methoxybenzo[d]oxazole N1(N=CCC1)C=1OC2=C(N1)C=C(C=C2)OC